4-hydroxybenzeneacetic acid OC1=CC=C(C=C1)CC(=O)O